perfluoro-2,2-bis-methyl-1,3-dioxole FC=1OC(OC1F)(C(F)(F)F)C(F)(F)F